F[C@H]1C[C@H](N2N=C(N=C21)[S@@](=O)CF)C2=C(C=CC=C2)F (5S,7S)-7-fluoro-2-[(R)-fluoromethylsulfinyl]-5-(2-fluorophenyl)-6,7-dihydro-5H-pyrrolo[1,2-b][1,2,4]triazole